C(C1=CC=CC=C1)(C1=CC=CC=C1)N=C(C)C=1C=C(C=CC1)C#CCO 3-[3-[(1R)-1-(benzhydrylimino)ethyl]phenyl]prop-2-yn-1-ol